6-((exo-8-Azabicyclo[3.2.1]octan-3-yl)oxy)-N-(2-fluoro-3-methyl-4-((1-methyl-1H-benzo[d]imidazol-5-yl)oxy)phenyl)-quinazolin-4-amine hydrochloride Cl.C12CC(CC(CC1)N2)OC=2C=C1C(=NC=NC1=CC2)NC2=C(C(=C(C=C2)OC2=CC1=C(N(C=N1)C)C=C2)C)F